1-(4-hexyl-2,5-dimethoxyphenyl)butan-2-amine C(CCCCC)C1=CC(=C(C=C1OC)CC(CC)N)OC